(R)-3-((5-chloro-1H-indol-2-yl)methyl)-1-(1-(2-(isoxazol-4-yl)acetyl)piperidin-3-yl)-1-methylurea ClC=1C=C2C=C(NC2=CC1)CNC(N(C)[C@H]1CN(CCC1)C(CC=1C=NOC1)=O)=O